N-(3-chloro-1H-pyrazol-5-yl)-benzamide ClC1=NNC(=C1)NC(C1=CC=CC=C1)=O